FC([C@](C[N+](=O)[O-])(O)C)(F)F (S)-1,1,1-trifluoro-2-methyl-3-nitropropan-2-ol